3,8-dihydroxybehenic acid OC(CC(=O)O)CCCCC(CCCCCCCCCCCCCC)O